CN1N=C(C=C1C)NC1=NC=C(C(=N1)C1=CNC2=C(C=CC=C12)NC(CN1C[C@H](CC1)OC1=NC=CN=C1)=O)C (S)-N-(3-(2-((1,5-dimethyl-1H-pyrazol-3-yl)amino)-5-methylpyrimidin-4-yl)-1H-indol-7-yl)-2-(3-(pyrazin-2-yloxy)pyrrolidin-1-yl)acetamide